(S)-1-naphthylethylamine C1(=CC=CC2=CC=CC=C12)CCN